trimethyl-adamantylammonium hydroxide [OH-].C[N+](C12CC3CC(CC(C1)C3)C2)(C)C